FC(F)(F)C1=NNC=2CCCCC12 (trifluoromethyl)-4,5,6,7-tetrahydroindazol